C1(=CC=CC=C1)COC(C)NCCC(C=CC=C)=C 1-phenylmethoxyethylamino-3-methylenehepta-4,6-diene